19-amino-9-methyl-6,17-bis(trifluoromethyl)-15,22-dioxa-3,4,20-triazatetracyclo[14.3.1.12,5.110,14]docosa-1(20),2,4,10(21),11,13,16,18-octaen-6-ol NC1=CC(=C2OC3=CC=CC(C(CCC(C4=NN=C(C1=N2)O4)(O)C(F)(F)F)C)=C3)C(F)(F)F